2,2'-dimethyl-[1,1'-biphenyl]-3,3'-diol CC1=C(C=CC=C1O)C1=C(C(=CC=C1)O)C